1,3-dioxoisoindolin-2-yl 1-methylcyclobutane-1-carboxylate CC1(CCC1)C(=O)ON1C(C2=CC=CC=C2C1=O)=O